4-{[6-(5-chloro-2-fluorophenyl)-2H,3H,4H-pyrido[3,2-b][1,4]oxazin-8-yl]amino}pyridine-3-carboxylic acid hydrochloride Cl.ClC=1C=CC(=C(C1)C=1C=C(C=2OCCNC2N1)NC1=C(C=NC=C1)C(=O)O)F